S1C=C(C=C1)C(=C(CCC1=CSC=C1)CC=C)CC=C 1,4-di(3-thienyl)-1,2-diallyl-1-butene